N'-hydroxy-5-((1-(5-(trifluoromethyl)pyridin-2-yl)-1H-pyrazol-4-yl)amino)pyridine ON1N(C=C(C1)NC=1C=CC=NC1)C1=NC=C(C=C1)C(F)(F)F